4-chloro-N-(5-((4-fluorophenyl)ethynyl)-3-methylpyridin-2-yl)-1-(1-(3-methylbutanoyl)pyrrolidin-3-yl)-1H-pyrazole-5-carboxamide ClC=1C=NN(C1C(=O)NC1=NC=C(C=C1C)C#CC1=CC=C(C=C1)F)C1CN(CC1)C(CC(C)C)=O